BrCC(=O)C=1C=C(C2=C(C=CO2)C1OC)Br 2-Bromo-1-(7-bromo-4-methoxybenzofuran-5-yl)ethan-1-one